(S)-2-((5-(4-(2-oxopyrrolidin-1-yl)phenyl)pyridin-2-yl)amino)-6,6a,7,8-tetrahydro-9H-pyrido[2,3-b]pyrrolo[1,2-d][1,4]oxazin-9-one O=C1N(CCC1)C1=CC=C(C=C1)C=1C=CC(=NC1)NC1=CC2=C(OC[C@H]3N2C(CC3)=O)N=C1